[N+](=O)([O-])C1=CC=C(OC2=CC=C(NC=CC(=O)OC(CCCCCCCCCC)(C(=O)O)C(=O)O)C=C2)C=C1 4-(4-nitrophenoxy)anilineacryloyloxy-1,1-undecandicarboxylic acid